(S)-N-(1-cycloheptyl-2-((5-(1,4-dimethyl-1H-pyrazol-5-yl)pyridin-2-yl)amino)-2-oxoethyl)-3-(methoxymethyl)isoxazole-4-carboxamide C1(CCCCCC1)[C@@H](C(=O)NC1=NC=C(C=C1)C1=C(C=NN1C)C)NC(=O)C=1C(=NOC1)COC